NC=1N=NC(=CC1OCCC1=CC=C(C(=O)NCCCCCOC2=C3C(N(C(C3=CC=C2)=O)C2C(NC(CC2)=O)=O)=O)C=C1)C1=C(C=CC=C1)O 4-(2-[[3-amino-6-(2-hydroxyphenyl)pyridazin-4-yl]oxy]ethyl)-N-(5-[[2-(2,6-dioxopiperidin-3-yl)-1,3-dioxoisoindol-4-yl]oxy]pentyl)benzamide